NC1=NC(=C(C(=N1)N[C@H](CCO)CCC)CC1=C(C=C(CN(CC(=O)O)CC)C=C1)OC)C (S)-2-((4-((2-amino-4-(1-hydroxyhexan-3-ylamino)-6-methylpyrimidin-5-yl)methyl)-3-methoxybenzyl)(ethyl)amino)acetic acid